[Ag]F.[Cu] copper-silver fluoride